ClC1=C(C=CC=C1)C1=CC=C2C(=C(N3C(C2=C1)=NC=N3)C(=O)NCC(=O)O)O (9-(2-chlorophenyl)-6-hydroxy-[1,2,4]triazolo[5,1-a]isoquinoline-5-carbonyl)glycine